methyl (2R,3S)-2-(((cis-4-(2-fluorophenyl)cyclohexyl)oxy)-methyl)-3-((methylsulfonyl) amino)piperidine-1-carboxylate FC1=C(C=CC=C1)[C@H]1CC[C@H](CC1)OC[C@@H]1N(CCC[C@@H]1NS(=O)(=O)C)C(=O)OC